CCCCCCCC(=O)OC[C@H](COP(=O)(O)O[C@@H]1[C@@H]([C@@H]([C@H]([C@@H]([C@H]1O)OP(=O)(O)O)O)O)O)OC(=O)CCCCCCC The molecule is a 1-phosphatidyl-1D-myo-inositol 5-phosphate in which both phosphatidyl acyl groups are specified as octanoyl. It is a 1-phosphatidyl-1D-myo-inositol 5-phosphate and an octanoate ester. It is a conjugate acid of a 1,2-dioctanoyl-sn-glycero-3-phospho-(1'D-myo-inositol-5'-phosphate)(3-).